TBDMS chloride [Si](C)(C)(C(C)(C)C)Cl